(E)-4-((4-Amino-6-bromo-8-(4-(2-cyanovinyl)-2,6-dimethylphenyl)quinazolin-2-yl)amino)benzonitrile NC1=NC(=NC2=C(C=C(C=C12)Br)C1=C(C=C(C=C1C)\C=C\C#N)C)NC1=CC=C(C#N)C=C1